C(=C(C)CCC[C@@H](C)[C@H]1CC[C@H]2[C@@H]3CCC4CCCC[C@]4(C)[C@H]3CC[C@]12C)OC1=CC(=CC(=C1)N)N cholestenoxy-3,5-diaminobenzene